6,6'-(phenylazanediyl)bis(2,3-dimethyl-N-(quinolin-8-yl)benzamide) C1(=CC=CC=C1)N(C1=CC=C(C(=C1C(=O)NC=1C=CC=C2C=CC=NC12)C)C)C1=CC=C(C(=C1C(=O)NC=1C=CC=C2C=CC=NC12)C)C